4-(2,2,2-Trifluoro-1-hydroxyethyl)benzonitrile FC(C(O)C1=CC=C(C#N)C=C1)(F)F